(4aS,5aR,12aS)-4,7-Bis(dimethylamino)-10-ethoxy-3,12,12a-trihydroxy-1,11-dioxo-4,4a,5,5a,6,12a-hexahydro-2-naphthacenecarboxamide CN(C1C(=C(C([C@]2(C(=C3C(C4=C(C=CC(=C4C[C@H]3C[C@@H]12)N(C)C)OCC)=O)O)O)=O)C(=O)N)O)C